(5S,7S)-2-((2,2-difluoro-1-methylcyclopropyl)thio)-7-fluoro-5-phenyl-6,7-dihydro-5H-pyrrolo[1,2-b][1,2,4]triazole FC1(C(C1)(C)SC=1N=C2N(N1)[C@@H](C[C@@H]2F)C2=CC=CC=C2)F